Cl.N1CCC(CC1)C=1N=C(C2=C(N1)N(C=C2)C(=O)O)N(C)[C@H]2CN(CC[C@H]2C)C(CC#N)=O 4-piperidyl-4-[[(3R,4R)-1-(2-cyanoacetyl)-4-methyl-3-piperidinyl]-methyl-amino]pyrrolo[2,3-d]pyrimidine-7-carboxylic acid hydrochloride